CC=1C(=NNC1NC(CC1CCCC2=CC=CC=C12)=O)C1=CC=NC=C1 N-[4-Methyl-3-(pyridin-4-yl)-1H-pyrazol-5-yl]-2-(1,2,3,4-tetrahydronaphthalen-1-yl)acetamide